C/C(/C(C)=O)=C\C1C(=CCCC1(C)C)C E-3-methyl-4-(2,6,6-trimethylcyclohex-2-en-1-yl)but-3-en-2-one